1-(4-iodophenyl)-2-diazo-ethanone IC1=CC=C(C=C1)C(C=[N+]=[N-])=O